NC1=C2C(=NC=N1)N(N=C2C2=CC=C(C=C2)OC2=CC=CC=C2)C2CCN(CC2)CCN2CCC(CC2)N2CCN(CC2)C=2C=C1C(N(C(C1=CC2)=O)C2C(NC(CC2)=O)=O)=O 5-(4-(1-(2-(4-(4-amino-3-(4-phenoxyphenyl)-1H-pyrazolo(3,4-d)pyrimidin-1-yl)piperidin-1-yl)ethyl)piperidin-4-yl)piperazin-1-yl)-2-(2,6-dioxopiperidin-3-yl)isoindoline-1,3-dione